methyl 2,2-dimethyl-heptanoate CC(C(=O)OC)(CCCCC)C